FC(C=1C(=C(C=CC1)[C@@H](C)NC=1C2=C(N=C(N1)C)N=CC(=C2)C=2CNCC2)F)F (R)-N-(1-(3-(difluoromethyl)-2-fluorophenyl)ethyl)-6-(2,5-dihydro-1H-pyrrol-3-yl)-2-methylpyrido[2,3-d]pyrimidin-4-amine